FC1=CC=C(C=C1)C#CC(=O)OC1=CC(=CC(=C1)C)O 3-hydroxy-5-methylphenyl 3-(4-fluorophenyl)propiolate